rac-N-((4R,5R)-3-((dimethylamino)methyl)-7-ethyl-4-(4-fluorophenyl)-6-oxo-1-phenyl-4,5,6,7-tetrahydro-1H-pyrazolo[3,4-b]pyridine-5-yl)-3-(trifluoromethyl)benzamide CN(C)CC1=NN(C=2N(C([C@@H]([C@@H](C21)C2=CC=C(C=C2)F)NC(C2=CC(=CC=C2)C(F)(F)F)=O)=O)CC)C2=CC=CC=C2 |r|